tert-butyl N-[(1S)-1-[(1R,2S,5S)-2-[(1-cyano-1-pyrazin-2-yl-ethyl)carbamoyl]-6,6-dimethyl-3-azabicyclo[3.1.0]hexane-3-carbonyl]-2,2-dimethyl-propyl]carbamate C(#N)C(C)(C1=NC=CN=C1)NC(=O)[C@@H]1[C@H]2C([C@H]2CN1C(=O)[C@H](C(C)(C)C)NC(OC(C)(C)C)=O)(C)C